C(=O)(O)C1(CC1)CCCCC1=C(C=CC=C1)CCCCCC1(CC1)C(=O)O 1-(5-(2-(4-(1-carboxycyclopropyl)butyl)phenyl)pentyl)cyclopropane-1-carboxylic acid